C[Si](CCOCN1C=NC=C1CC(=O)OCC)(C)C ethyl 2-(3-{[2-(trimethylsilyl)ethoxy]methyl}imidazol-4-yl)acetate